(S)-2-(5-bromo-2',4'-dioxo-2,3-dihydrospiro[indene-1,5'-oxazolidine]-3'-yl)acetic acid t-butyl ester C(C)(C)(C)OC(CN1C(O[C@@]2(C1=O)CCC1=CC(=CC=C12)Br)=O)=O